2-(methoxy-d3)-5-(4-methyltetrahydro-2H-pyran-4-yl)benzenesulfonic acid C(OC1=C(C=C(C=C1)C1(CCOCC1)C)S(=O)(=O)O)([2H])([2H])[2H]